O1COC2=C1C=CC(=C2)CNC(CN2C1=CC=CC=C1C=1C=NNC(C21)=O)=O N-benzo[1,3]dioxol-5-ylmethyl-2-(1-oxo-1,2-dihydro-2,3,9-triaza-fluoren-9-yl)-acetamide